4-methyl-3H-1,2-dithiol-3-thione CC=1C(SSC1)=S